BrC=1C=NC(=C(C(=O)NC=2C3=C(SC2C(NC2=CC(=C(C=C2)F)C(F)(F)F)=O)C=C(C=C3)C(F)(F)F)C1)OC 5-bromo-N-(2-((4-fluoro-3-(trifluoromethyl)phenyl)carbamoyl)-6-(trifluoromethyl)benzo[b]thiophen-3-yl)-2-methoxynicotinamide